C(#N)CC1=CC=C(CCN2N=CC(=C2)C(=O)OCC)C=C1 ethyl 1-(4-(cyanomethyl)phenethyl)-1H-pyrazole-4-carboxylate